5-[4-(6-cyclopentylsulfanyl-2-pyridinyl)-2,6-difluoro-phenyl]hexanoic acid C1(CCCC1)SC1=CC=CC(=N1)C1=CC(=C(C(=C1)F)C(CCCC(=O)O)C)F